Cl.C(C1=CC=CC=C1)N1CCC(CC1)CC1C(C2=CC(=C(C=C2C1)OC)OC)=O 2-[(1-benzyl-4-piperidyl)methyl]-5,6-dimethoxyindan-1-one hydrochloride